FC([C@H](C)N1N=NC2=C1C=C(C=C2)C=2C=CN1N=C(N=C(C12)OC)N[C@@H]1[C@@H](CN(CC1)C(C)=O)F)F 1-((3R,4S)-4-((5-(1-((S)-1,1-difluoropropan-2-yl)-1H-benzo[d][1,2,3]triazol-6-yl)-4-methoxypyrrolo[2,1-f][1,2,4]triazin-2-yl)amino)-3-fluoropiperidin-1-yl)ethan-1-one